C1(=CC=CC=C1)N1N=CC(=C1)C=1C=C(OC1)C(=O)N(C1CNCC1)CCC 4-(1-phenyl-1H-pyrazol-4-yl)-N-propyl-N-(pyrrolidin-3-yl)furan-2-carboxamide